1-(3-(Pyridin-2-yl)prop-2-yn-1-yl)-4-(5-(trifluoromethyl)-1,2,4-oxadiazol-3-yl)pyridin-2(1H)-one N1=C(C=CC=C1)C#CCN1C(C=C(C=C1)C1=NOC(=N1)C(F)(F)F)=O